O=C1N(C(CC1)=O)OC(CCCCCCCCCCCCCCCCCCCCC(=O)O)=O 22-((2,5-dioxopyrrolidin-1-yl)oxy)-22-oxo-behenic acid